3-(((3-fluorophenyl)(methyl)(oxo)-λ6-sulfaneylidene)amino)-2-methylimidazo[1,2-a]pyridine-6-carbonitrile FC=1C=C(C=CC1)S(=O)(C)=NC1=C(N=C2N1C=C(C=C2)C#N)C